FC1(CCC(CC1)[C@H](NC(=O)C1=NOC=C1C(C)C)C=1OC2=C(N1)C=C(C=C2)[C@@H](COC)N2C(N[C@@H](C2)C(F)(F)F)=O)F N-((S)-(4,4-difluorocyclohexyl)(5-((S)-2-methoxy-1-((S)-2-oxo-4-(trifluoromethyl)imidazolidin-1-yl)ethyl)benzo[d]oxazol-2-yl)methyl)-4-isopropyl-isoxazole-3-carboxamide